2-(2-chlorophenyl)-N-[4-(5-cyclopropyl-1,2-oxazol-3-yl)-3-sulfamoylphenyl]acetamide ClC1=C(C=CC=C1)CC(=O)NC1=CC(=C(C=C1)C1=NOC(=C1)C1CC1)S(N)(=O)=O